boric acid diisopropyl ester C(C)(C)OB(OC(C)C)O